[K+].S(=O)(=O)(O)CC[NH-] (2-sulfoethyl)amide potassium salt